tert-butyl (2-(3,6-dimethoxy-5-(4,4,4-trifluorobutyl)pyridin-2-yl)ethyl)carbamate COC=1C(=NC(=C(C1)CCCC(F)(F)F)OC)CCNC(OC(C)(C)C)=O